CN1C=C(C2=CC=CC=C12)C1=NC(=NC=C1)N 4-(1-methylindol-3-yl)pyrimidin-2-amine